ClC1=C(N=C(N=N1)NC1=C(C=C2CCN(CC2=C1)C)OC)NC1=CC=CC=C1 6-chloro-N3-(6-methoxy-2-methyl-1,2,3,4-tetrahydroisoquinolin-7-yl)-N5-phenyl-1,2,4-triazine-3,5-diamine